C(CCC)(=O)OC(C)C butanoic acid, 1-methylethyl ester